N=1N(N=CC1)C1=NC=CC=N1 2-(2H-1,2,3-triazol-2-yl)pyrimidine